amino alcohol (R)-tert-butyl-(1-([1,1'-biphenyl]-4-yl)-3-hydroxypropane-2-yl)carbamate C(C)(C)(C)N(C(O)=O)[C@H](CC1=CC=C(C=C1)C1=CC=CC=C1)CO.NO